C1[C@H]([C@H](CSS1)O)O The molecule is the cyclic form of dithioerythritol. It is an organic disulfide and a member of dithianes. It derives from a hydride of a 1,2-dithiane.